NC1=NC=CC=C1C1=NC=2C(=NC(=CC2)C2=CC=CC=C2)N1C1=CC=C(CN2CC3(C2)CN(CCC3)C#N)C=C1 2-(4-(2-(2-Aminopyridin-3-yl)-5-phenyl-3H-imidazo[4,5-b]pyridin-3-yl)benzyl)-2,6-diazaspiro[3.5]nonane-6-carbonitrile